1-(3-Bromo-4-fluorophenyl)-7-oxo-4,5,6,7-tetrahydro-1H-indazole-3-carbonitrile BrC=1C=C(C=CC1F)N1N=C(C=2CCCC(C12)=O)C#N